C(=CC=C)OC=CC=C butadienylether